2-(5-(azidomethyl)-1-methyl-1H-1,2,3-triazol-4-yl)-5-bromopyridine N(=[N+]=[N-])CC1=C(N=NN1C)C1=NC=C(C=C1)Br